2-diethylamino-1,3-butadiene C(C)N(C(=C)C=C)CC